2-(4-(2-(3,3-difluoropiperidin-1-yl)ethoxy)phenyl)ethylamine FC1(CN(CCC1)CCOC1=CC=C(C=C1)CCN)F